N-(6-(4-((tris(4-methoxyphenyl)methoxy)methyl)-4-(hydroxymethyl)piperidin-1-yl)-6-oxohexyl)-2,2,2-trifluoroacetamide COC1=CC=C(C=C1)C(OCC1(CCN(CC1)C(CCCCCNC(C(F)(F)F)=O)=O)CO)(C1=CC=C(C=C1)OC)C1=CC=C(C=C1)OC